FC(C=1C(=C(C=CC1)[C@@H](C)NC1=NC(=NC2=CC=C(C=C12)S(=O)(=O)Cl)C)F)F (R)-4-((1-(3-(difluoromethyl)-2-fluorophenyl)ethyl)amino)-2-methylquinazoline-6-sulfonyl chloride